NCC=1C=C(COC2=CC=C(C=C2)S(=O)(=O)NC(C2=C(C=C(C(=C2)Cl)OCC2CCCC2)F)=O)C=CC1 N-((4-((3-(aminomethyl)benzyl)oxy)phenyl)sulfonyl)-5-chloro-4-(cyclopentylmethoxy)-2-fluorobenzamide